bornan-2-one methylsulfate COS(=O)(=O)O.C12(C(CC(CC1)C2(C)C)=O)C